Methyl (E)-4-((4-((tert-butoxycarbonyl)amino)but-2-en-1-yl)amino)-3-methoxybenzoate C(C)(C)(C)OC(=O)NC/C=C/CNC1=C(C=C(C(=O)OC)C=C1)OC